2-((benzyloxy)methyl)oxirane C(C1=CC=CC=C1)OCC1OC1